(2s,4r)-4-((benzyloxy)methyl)-5-oxopyrrolidine-2-carboxylic acid C(C1=CC=CC=C1)OC[C@H]1C[C@H](NC1=O)C(=O)O